2-diazo-N-methyl-3-oxo-2,3-dihydrospiro[indene-1,9'-xanthene]-6-carboxamide [N+](=[N-])=C1C(C2=CC=C(C=C2C12C1=CC=CC=C1OC=1C=CC=CC21)C(=O)NC)=O